vanadium bisethylacetoacetate C(C)C(C(CC(=O)[O-])=O)CC.[V+5].C(C)C(C(CC(=O)[O-])=O)CC.C(C)C(C(CC(=O)[O-])=O)CC.C(C)C(C(CC(=O)[O-])=O)CC.C(C)C(C(CC(=O)[O-])=O)CC